NC(=N)NC(=N)N.[Zn] zinc biguanide